C(C)(C)(C)N(CC(=O)O)C(=O)C1=CC=NC2=CC(=CC=C12)CF tert-butyl-(7-(fluoromethyl)quinoline-4-carbonyl)glycine